1-(pyridin-2-yl)-1-(1-toluenesulfonyl-1H-pyrrol-2-yl)ethan-1-ol N1=C(C=CC=C1)C(C)(O)C=1N(C=CC1)S(=O)(=O)CC1=CC=CC=C1